6-(6-cyclopropyl-2,3-dihydro-[1,4]dioxino[2,3-g]benzofuran-8-yl)-2-methoxyimidazo[2,1-b][1,3,4]thiadiazole C1(CC1)C=1C=C2C(=C3C1C=C(O3)C=3N=C1SC(=NN1C3)OC)OCCO2